N-(3-bromobenzylidene)-3,5-dichloro-benzenamine BrC=1C=C(C=NC2=CC(=CC(=C2)Cl)Cl)C=CC1